C1(CCCCC1)CN1C(=NOC1=O)CN1CCN(CC1)C1=CC=CC=C1 4-(cyclohexylmethyl)-3-[(4-phenylpiperazin-1-yl)methyl]-4,5-dihydro-1,2,4-oxadiazol-5-one